C(#C)C1=CC2=C(C(C3=C(N(S2(=O)=O)C)C=CC=C3)O)C=C1 3-Ethynyl-11-hydroxy-6-methyl-6,11-dihydrodibenzo[c,f][1,2]thiazepine 5,5-dioxide